tert-butyl ((1-(2-(1,1-dioxido-2,3-dihydrobenzo[f][1,4]thiazepin-4(5H)-yl)-6-methyl-quinazolin-4-yl)-3-(hydroxymethyl)azetidin-3-yl)methyl)carbamate O=S1(CCN(CC2=C1C=CC=C2)C2=NC1=CC=C(C=C1C(=N2)N2CC(C2)(CO)CNC(OC(C)(C)C)=O)C)=O